COC=1C(=CC(=NC1)CC=1C(C2=CC=CC=C2C(C1C)=O)=O)C(F)(F)F 2-((5-methoxy-4-(trifluoromethyl)pyridin-2-yl)methyl)-3-methylnaphthalene-1,4-dione